cyclopropyl-(2-(6-(2-ethyl-5-fluoro-4-hydroxyphenyl)-1H-pyrazolo[4,3-b]pyridine-3-yl)-4,6-dihydropyrrolo[3,4]imidazol-5(1H)-yl)ketone C1(CC1)C(=O)N1CC=2NC(=NC2C1)C1=NNC=2C1=NC=C(C2)C2=C(C=C(C(=C2)F)O)CC